6-chloro-4-(2-ethoxyphenylamino)nicotinamide ClC1=NC=C(C(=O)N)C(=C1)NC1=C(C=CC=C1)OCC